N-[2-(2-aminoethoxy)ethyl]-4-[[3-(4-chloro-2,3-difluoro-phenyl)imidazo[1,2-a]pyrazin-8-yl]amino]-2-methyl-benzamide NCCOCCNC(C1=C(C=C(C=C1)NC=1C=2N(C=CN1)C(=CN2)C2=C(C(=C(C=C2)Cl)F)F)C)=O